COC(=O)C=1C=2C=CN(C2C=C(C1)F)S(=O)(=O)C1=CC=C(C)C=C1.ClC1=C(C=CC=C1)CC(=O)NC1=CC(=NC=C1)C(=O)NC(C(F)F)(C)C 4-[[2-(2-chlorophenyl)acetyl]amino]-N-(2,2-difluoro-1,1-dimethyl-ethyl)pyridine-2-carboxamide Methyl-6-fluoro-1-tosyl-1H-indole-4-carboxylate